C(C1=CC=CC=C1)(=O)NC(C1=C(C=CC=C1)CC(CC(=O)O)C)C(=O)O 4-(2-(benzamido(carboxy)methyl)phenyl)-3-methylbutyric acid